CN1C=CC2=CC=C(C=C12)C(=O)N1CCOCC1 1-methyl-6-(morpholine-4-carbonyl)-1H-indol